6-Bromo-1-methyl-N-(prop-2-yn-1-yl)-1,2-dihydro-3H-benzo[e]indole-3-carboximidamide BrC1=CC=CC=2C=3C(CN(C3C=CC21)C(NCC#C)=N)C